FC=1C(=C(C=CC1)C1C2=C(NC(=C1C(=O)OC)CF)CCC2=O)CC(F)(F)F methyl 4-(3-fluoro-2-(2,2,2-trifluoroethyl)phenyl)-2-(fluoromethyl)-5-oxo-4,5,6,7-tetrahydro-1H-cyclopenta[b]pyridine-3-carboxylate